1-(4-bromophenyl)-3,5-diphenyl-benzene tert-butyl-2-[6-[2-cyano-6-fluoro-3-(morpholinosulfonylamino)phenoxy]-4-oxo-quinazolin-3-yl]-7-azaspiro[3.5]nonane-7-carboxylate C(C)(C)(C)OC(=O)N1CCC2(CC(C2)N2C=NC3=CC=C(C=C3C2=O)OC2=C(C(=CC=C2F)NS(=O)(=O)N2CCOCC2)C#N)CC1.BrC1=CC=C(C=C1)C1=CC(=CC(=C1)C1=CC=CC=C1)C1=CC=CC=C1